2-amino-5-ethoxy-3-[(3-ethoxy-5-methoxycarbonyl-phenyl)disulfanyl]benzoic acid methyl ester COC(C1=C(C(=CC(=C1)OCC)SSC1=CC(=CC(=C1)C(=O)OC)OCC)N)=O